C(#N)C1=CC=C(C=C1)N(C(CC1=CNC2=CC=C(C=C12)F)=O)C(CN(C)C1=CC=C(C=C1)OC)CC1=CC(=CC(=C1)F)F 2-(N-(4-cyanophenyl)-2-(5-fluoro-1H-indol-3-yl)acetamido)-3-(3,5-difluorophenyl)-N-(4-methoxyphenyl)-N-methylpropylamine